N1CC(C1)CN(C(C1=CC=C(C=C1)[C@@H]1CC2(CC(C2)C#N)CCN1CC1=C2C=CNC2=C(C=C1OC)C)=O)CC1COC1 N-(azetidin-3-ylmethyl)-4-((2R,4r,6S)-2-cyano-7-((5-methoxy-7-methyl-1H-indol-4-yl)methyl)-7-azaspiro[3.5]nonan-6-yl)-N-(oxetan-3-ylmethyl)benzamide